NC[C@@]12[C@@H]([C@@H]([C@H](C(OC1)O2)N2C(C=CC2=O)=O)O)O ((1S,2R,3R,4R)-1-(aminomethyl)-2,3-dihydroxy-6,8-dioxabicyclo[3.2.1]oct-4-yl)-1H-pyrrole-2,5-dione